2,5-difluorobenzonitrile FC1=C(C#N)C=C(C=C1)F